2-(ethylsulfanyl)ethane-1-thiol C(C)SCCS